4-(4-((1R,5S)-3,8-diazabicyclo[3.2.1]octan-3-yl)-6-chloro-8-fluoro-2-(((2R,7aS)-2-fluorotetrahydro-1H-pyrrolizin-7a(5H)-yl)methoxy)quinazolin-7-yl)naphthalen-2-ol [C@H]12CN(C[C@H](CC1)N2)C2=NC(=NC1=C(C(=C(C=C21)Cl)C2=CC(=CC1=CC=CC=C21)O)F)OC[C@]21CCCN1C[C@@H](C2)F